3-((4-chloro-3-(trifluoromethoxy)benzyl)amino)-1H-pyrrole-2-carboxylic acid ethyl ester C(C)OC(=O)C=1NC=CC1NCC1=CC(=C(C=C1)Cl)OC(F)(F)F